2-Chloro-N-(2-{4-[(6-chloropyrazin-2-yl)oxy]piperidin-1-yl}-2-[4-(difluoromethyl)-1,3-thiazol-5-yl]ethyl)-6-fluorobenzamide ClC1=C(C(=O)NCC(C2=C(N=CS2)C(F)F)N2CCC(CC2)OC2=NC(=CN=C2)Cl)C(=CC=C1)F